CN1C=C(C=CC=C1)N1N=C2C=C(C=C(C2=C1)C=1SC(=CN1)C)C(=O)N[C@H](C)C=1C=NC(=NC1)C(F)(F)F (R)-2-(1-methylazepin-3-yl)-4-(5-methylthiazol-2-yl)-N-(1-(2-(trifluoromethyl)pyrimidin-5-yl)ethyl)-2H-indazole-6-carboxamide